FC(C1=NN=C(O1)C=1C=CC(=NC1)CN1C(C2=CC=C(C=C2C(C1=O)(C)C)N1CCN(CC1)CC(C(C(F)(F)F)(F)F)(F)F)=O)F 2-((5-(5-(difluoromethyl)-1,3,4-oxadiazole-2-yl)pyridine-2-yl)methyl)-6-(4-(2,2,3,3,4,4,4-heptafluorobutyl)piperazine-1-yl)-4,4-dimethylisoquinoline-1,3(2H,4H)-dione